ClC=1C=C(C=NC1N1CCNCC1)C(=O)OC methyl 5-chloro-6-piperazin-1-yl-pyridine-3-carboxylate